FC1=C(/C=C/C=2SC=CC2)C=C(C(=C1OC)C(C)C)OC (E)-2-(2-fluoro-4-isopropyl-3,5-dimethoxystyryl)thiophene